OC(CON1C(C2=CC=CC=C2C1=O)=O)C=1C=C(C=CC1)C 2-(2-hydroxy-2-(m-tolyl)ethoxy)isoindole-1,3-dione